N-(4-aminobenzyl)-4-(1H-benzo[d]imidazol-1-yl)thiophene-2-carboxamide NC1=CC=C(CNC(=O)C=2SC=C(C2)N2C=NC3=C2C=CC=C3)C=C1